OC(C)(C)C1=CC=CC(=N1)CN1N=NC(=C1)C=1C2=C(N=C(N1)NCC1=CC=C(C=C1)OC)C(=CS2)C#N 4-(1-((6-(2-Hydroxyprop-2-yl)pyridin-2-yl)methyl)-1H-1,2,3-triazol-4-yl)-2-((4-methoxybenzyl)amino)thieno[3,2-d]pyrimidine-7-carbonitrile